((5-(3-((3-fluorophenyl)ethynyl)-1H-indazol-5-yl)pyridin-3-yl)oxy)-4-methylpentan-2-amine FC=1C=C(C=CC1)C#CC1=NNC2=CC=C(C=C12)C=1C=C(C=NC1)OCC(CC(C)C)N